N-(4-fluorophenyl)-4-(2-(4-phenylpiperidin-1-yl)benzyl)piperazine-1-carboxamide quinoline-3-carboxylate N1=CC(=CC2=CC=CC=C12)C(=O)O.FC1=CC=C(C=C1)NC(=O)N1CCN(CC1)CC1=C(C=CC=C1)N1CCC(CC1)C1=CC=CC=C1